copper bis(1-phenylpentan-1,3-dione) C1(=CC=CC=C1)C(CC(CC)=O)=O.C1(=CC=CC=C1)C(CC(CC)=O)=O.[Cu]